N-(3-fluoro-2,6-diisopropylphenyl-carbamoyl)-3,5-bis(2-hydroxypropan-2-yl)benzene-sulfonamide FC=1C(=C(C(=CC1)C(C)C)NC(=O)NS(=O)(=O)C1=CC(=CC(=C1)C(C)(C)O)C(C)(C)O)C(C)C